FC(C1=NN(C(=C1)C)C1=NC(=CC=C1C(C)O)N1C=NC2=C1C=C(C=C2)NC=2N=NC(=CC2)C)F 1-[2-[3-(Difluoromethyl)-5-methyl-pyrazol-1-yl]-6-[6-[(6-methylpyridazin-3-yl)amino]benzimidazol-1-yl]-3-pyridinyl]ethanol